6-(1-(2-fluoro-5-(trifluoromethoxy)benzyl)-1H-1,2,4-triazol-3-yl)picolinonitrile FC1=C(CN2N=C(N=C2)C2=CC=CC(=N2)C#N)C=C(C=C1)OC(F)(F)F